trans-dihydroxyplatinum (IV) O[Pt+2]O